ethyl-Sulfur C(C)[S]